Octafluoro-2-pentanone FCC(C(C(C(F)(F)F)=O)(F)F)(F)F